1-allyl-2-methyl-1H-imidazole C(C=C)N1C(=NC=C1)C